Cl.FC([C@H]1CNCC1)F (3R)-3-(difluoromethyl)pyrrolidin hydrochloride